N1=CCNC(=C1)C(=O)OCC1=CC=C(C=C1)[N+](=O)[O-] 4-nitrobenzyl pyrazine-5(4H)-carboxylate